4-((4-((tert-butoxycarbonyl)amino)butyl)thio)-2,3,5,6-tetrafluorobenzoic acid C(C)(C)(C)OC(=O)NCCCCSC1=C(C(=C(C(=O)O)C(=C1F)F)F)F